3,5-Dimethyltridecanoic acid CC(CC(=O)O)CC(CCCCCCCC)C